C1CCCC2C3CCCCC3CCC12 trans-perhydrophenanthrene